tert-butyl 2,4-dioxoimidazolidine-1-carboxylate O=C1N(CC(N1)=O)C(=O)OC(C)(C)C